CC1=NSC=N1 3-methyl-1,2,4-thiadiazol